tert-butyl ({(3R)-3-fluoro-1-[3-(2-fluorophenoxy)-6-nitro-2-(trifluoromethyl)phenyl]piperidin-3-yl}methyl)carbamate F[C@@]1(CN(CCC1)C1=C(C(=CC=C1[N+](=O)[O-])OC1=C(C=CC=C1)F)C(F)(F)F)CNC(OC(C)(C)C)=O